N-formylmorpholin C(=O)N1CCOCC1